N-caproic acid ethyl ester CCCCCC(=O)OCC